(S)-11-(2-aminoethyl)-4-ethyl-8-fluoro-4-hydroxy-9-chloro-1,12-dihydro-14H-pyrano[3',4':6,7]indolizino[2,1-b]quinoline-3,6,14(4H,11H)-trione NCCN1C2=C(C(C3=CC(=C(C=C13)Cl)F)=O)C1=CC3=C(C(N1C2)=O)COC([C@]3(O)CC)=O